1,1,1,5,5,6,6,6-octafluorohexane-2,4-dione FC(C(CC(C(C(F)(F)F)(F)F)=O)=O)(F)F